C(CCC)C(C)CC 2-butylbutane